C(C1=CC=CC=C1)OCCC(=O)Cl 3-(benzyloxy)propanoyl chloride